BrC=1C(=NC(=CC1)Br)[C@H](CC1=CC(=CC(=C1)F)F)NC(C)=O (S)-N-(1-(3,6-dibromopyridin-2-yl)-2-(3,5-difluorophenyl)ethyl)acetamide